(chloromethoxy)-1,1,1,3,3,3-hexafluoropropane ClCOC(C(F)(F)F)C(F)(F)F